BrC1=CC=C2C(C(N(C2=C1)C)=O)=O 6-bromo-1-methylindoline-2,3-dione